N-[(6-Amino-2-pyridyl)sulfonyl]-6-(4-chloro-3-isopropoxyphenyl)-2-(2,2,4-trimethylpyrrolidin-1-yl)pyridin-3-carboxamid NC1=CC=CC(=N1)S(=O)(=O)NC(=O)C=1C(=NC(=CC1)C1=CC(=C(C=C1)Cl)OC(C)C)N1C(CC(C1)C)(C)C